CC1=CC2=C(C3=CC=CC=C3C=C2C=C1)OCCCCCCCC 2-methyl-9-(n-octyloxy)anthracene